(2R,3R,5R)-4-[[3-(3,4-Difluoro-2-methoxy-phenyl)-5-ethyl-5-(trifluoromethyl)tetrahydrofuran-2-carbonyl]amino]pyridin-2-carboxamid FC=1C(=C(C=CC1F)[C@@H]1[C@@H](O[C@](C1)(C(F)(F)F)CC)C(=O)NC1=CC(=NC=C1)C(=O)N)OC